C(C)(C)(C)C12C(N(C(N(C1=O)C1CC1)=O)C1=CC=C(C=C1)N)=C(C(N(C2NC2=C(C=C(C=C2)I)F)C)=O)C tert-Butyl-1-(4-aminophenyl)-3-cyclopropyl-5-(2-fluoro-4-iodo-anilino)-6,8-dimethyl-pyrido[4,3-d]pyrimidine-2,4,7-trione